C(C)(C)(C)OC(=O)N1CCC(CC1)N1N=C(C(=C1)NC(=O)C=1C=NN2C1N=CC=C2)C(N)=O tert-Butyl-4-{3-carbamoyl-4-[(pyrazolo[1,5-a]pyrimidin-3-ylcarbonyl)amino]-1H-pyrazol-1-yl}piperidin-1-carboxylat